C(C)(=O)C1=NN(C2=CC=C(C=C12)C=1C=NC(=NC1)C)CC(=O)N1[C@@H](C[C@H](C1)F)C(=O)NC1=NN(C(=C1)C)CC(F)(F)F (2S,4R)-1-(2-(3-acetyl-5-(2-methylpyrimidin-5-yl)-1H-indazol-1-yl)acetyl)4-fluoro-N-(5-methyl-1-(2,2,2-trifluoroethyl)-1H-pyrazol-3-yl)pyrrolidine-2-carboxamide